tert-butyl (E)-5-((2-tosylhydrazono)methyl)hexahydrocyclopenta[c]pyrrole-2(1H)-carboxylate S(=O)(=O)(C1=CC=C(C)C=C1)N\N=C\C1CC2C(CN(C2)C(=O)OC(C)(C)C)C1